tert-butyl 1-((3aR,5s,6aS)-5-(2-(1H-pyrazol-1-yl) phenoxy) octahydrocyclopenta[c]pyrrole-2-carbonyl)-1H-pyrazole-3-carboxylate N1(N=CC=C1)C1=C(OC2C[C@@H]3[C@@H](CN(C3)C(=O)N3N=C(C=C3)C(=O)OC(C)(C)C)C2)C=CC=C1